5-chloro-3,3-dimethyl-1-indanone ClC=1C=C2C(CC(C2=CC1)=O)(C)C